CC1(CC(C1)C1N2C(C3=CC=CC=C13)=CN=C2)C 5-(3,3-dimethylcyclobutyl)-5H-imidazo[5,1-a]isoindole